(S)-6-(1-methyl-1H-pyrazol-4-yl)-2,3-dihydrobenzofuran-3-amine CN1N=CC(=C1)C1=CC2=C([C@@H](CO2)N)C=C1